N[C@@H]1C(N(C1)C1=CC=C(C=C1)F)=O (S)-3-amino-1-(4-fluorophenyl)azetidin-2-one